C(CC)OS(=O)(=O)CCC 3-Propanesulfonic acid propyl ester